C(CCCCCCC)SC1=NC(=NC(=N1)SCCCCCCCC)NC1=CC(=C(C(=C1)C(C)(C)C)O)C(C)(C)C 2,4-dioctylthio-6-(4-hydroxy-3,5-di-tert-butylphenylamino)-1,3,5-triazine